S([O-])(O)(=O)=O.C(CCC)[N+]1=CC=CC=C1 N-butylpyridinium bisulfate salt